N-methyl-2-[4-[(2-oxo-4-prop-2-enoyl-piperazin-1-yl)methyl]triazol-1-yl]acetamide CNC(CN1N=NC(=C1)CN1C(CN(CC1)C(C=C)=O)=O)=O